methyl 4-bromo-3-(2-((tert-butoxycarbonyl) amino) ethoxy)-5-methoxy-2-nitrobenzoate BrC1=C(C(=C(C(=O)OC)C=C1OC)[N+](=O)[O-])OCCNC(=O)OC(C)(C)C